ethyl (E)-2-(2-(2-hydroxy-2-methylpropyl)hydrazono)acetate OC(CN\N=C\C(=O)OCC)(C)C